1-[6-[5-[(3aS,6aS)-6-oxo-2,3,3a,4,5,6a-hexahydropyrrolo[2,3-c]pyrrol-1-yl]benz-imidazol-1-yl]-3-(1-hydroxyethyl)-2-pyridyl]-5-methylpyrazole-3-carbonitrile O=C1NC[C@H]2[C@@H]1N(CC2)C2=CC1=C(N(C=N1)C1=CC=C(C(=N1)N1N=C(C=C1C)C#N)C(C)O)C=C2